FC1(CN(C1)C=1OC2=C(C=C(C=C2C(C1)=O)C)C(C)NC1=C(C(=O)O)C=CC=C1)C=1C=NC=CC1 2-[1-[2-[3-Fluoro-3-(3-pyridyl)azetidin-1-yl]-6-methyl-4-oxo-chromen-8-yl]ethylamino]benzoic acid